2-(1,3-diethoxy-1,3-dioxopropan-2-yl)-5-methoxybenzoic acid C(C)OC(C(C(=O)OCC)C1=C(C(=O)O)C=C(C=C1)OC)=O